C(C)(C)(C)C[Si](C1CC2CCC(C1)N2CCN2C(C1=CC(=CC=C1C=C2)Cl)=O)(Cl)C 2-(2-(3-(tert-butyldimethylchlorosilyl)-8-azabicyclo[3.2.1]octan-8-yl)ethyl)-7-chloroisoquinolin-1(2H)-one